ClC=1C=C(COC=2C=C(C=CC2)C2=NC=C(C=N2)COC=2C=CC=C(C(=O)O)C2)C=CC1 5-((2-(3-((3-chlorobenzyl)oxy)phenyl)pyrimidin-5-yl)methoxy)benzoic acid